C(C)OC(=O)C=1C=C2C=CC=NC2=C(N1)NC1CCCC1 8-(cyclopentylamino)-1,7-naphthyridine-6-carboxylic acid ethyl ester